BrC=1C=C(C=CC1)C1=C2C(=NC(=C1F)C1=CC=CC=C1)C1=C(O2)C=CC=C1 4-(3-bromophenyl)-3-fluoro-2-phenylbenzofuro[3,2-b]pyridine